FC1=CC(=C(C=C1[N+](=O)[O-])NC1=NC=NC(=N1)N1CC2(C3=NC(=CC=C31)C)CCCCC2)OC N-(4-fluoro-2-methoxy-5-nitrophenyl)-4-(5'-methylspiro[cyclohexane-1,3'-pyrrolo[3,2-b]pyridin]-1'(2'H)-yl)-1,3,5-triazin-2-amine